4-(6-(Difluoromethyl)pyridin-3-yl)-3,5-difluoroaniline FC(C1=CC=C(C=N1)C1=C(C=C(N)C=C1F)F)F